1-benzyl 4-ethyl 4-methyl-5-oxoazepane-1,4-dicarboxylate CC1(CCN(CCC1=O)C(=O)OCC1=CC=CC=C1)C(=O)OCC